[C@@H](C)(C(C)(C)C)O (R)-pinacolyl alcohol